(R or S)-2-(2-fluoro-3-(trifluoromethyl)phenyl)-N-(5-fluoro-6-(4-(piperidin-2-yl)-1H-imidazol-1-yl)pyridin-3-yl)acetamide FC1=C(C=CC=C1C(F)(F)F)CC(=O)NC=1C=NC(=C(C1)F)N1C=NC(=C1)[C@@H]1NCCCC1 |o1:27|